C(C)(C)(C)C1C(OC2=C(C=N1)C=CC(=C2)Br)(C)C tert-butyl-8-bromo-2,2-dimethyl-2,3-dihydrobenzo[f][1,4]oxazepine